1-(2-(3-((4-(methylthio)-1H-indol-5-yl)oxy)phenyl)-1H-imidazol-5-yl)-1-phenylethan-1-ol CSC1=C2C=CNC2=CC=C1OC=1C=C(C=CC1)C=1NC(=CN1)C(C)(O)C1=CC=CC=C1